pentasodium edetate C(N(CC(=O)[O-])CC(=O)[O-])CN(CC(=O)[O-])CC(=O)[O-].[Na+].[Na+].[Na+].[Na+].[Na+]